10-((dimethylamino)methyl)-4-ethyl-4-hydroxy-3,14-dioxo-3,4,12,14-tetrahydro-1H-pyrano[3',4':6,7]indolizino[1,2-b]quinolin-9-yl (2R,6R)-2,6-dimethylpiperazine-1-carboxylate C[C@H]1N([C@@H](CNC1)C)C(=O)OC1=C(C=2C=C3C(=NC2C=C1)C1=CC2=C(C(N1C3)=O)COC(C2(O)CC)=O)CN(C)C